COC=1C=C2CCN(CC2=CC1NC1=NC2=CC(=CC=C2C=N1)NC1C2COCC12)C N~2~-(6-methoxy-2-methyl-1,2,3,4-tetrahydroisoquinolin-7-yl)-N~7~-(3-oxabicyclo[3.1.0]-hexan-6-yl)quinazoline-2,7-diamine